7-(4-{[trans-4-{[4-(pentafluoro-λ6-sulfanyl)phenyl]amino}cyclohexyl]sulfonyl}phenyl)-1H,2H-pyrrolo[1,2-a]pyrazin-1-one FS(C1=CC=C(C=C1)N[C@@H]1CC[C@H](CC1)S(=O)(=O)C1=CC=C(C=C1)C=1C=C2N(C=CNC2=O)C1)(F)(F)(F)F